ClC1=CC(=C(C=C1)N(S(=O)(=O)C1=CC2=C(C=C(O2)C(=O)[O-])C=C1)CC)CN(CC=1OC=CC1)C(C1=C(C=CC=C1)Cl)=O 6-(N-(4-Chloro-2-((2-chloro-N-(furan-2-ylmethyl)benzoylamino)methyl)phenyl)-N-ethylsulfamoyl)benzofuran-2-carboxylate